ClC1=CC=C(C=C1)NC1C(C(NC2=CC=CC=C12)=O)(C)C 4-((4-Chlorophenyl)amino)-3,3-dimethyl-3,4-dihydroquinolin-2(1H)-one